tert-butyl (1-(4-(2-(2-aminopyridin-3-yl)-5-phenyl-3H-imidazo[4,5-b]pyridin-3-yl)benzyl)piperidin-4-yl)carbamate NC1=NC=CC=C1C1=NC=2C(=NC(=CC2)C2=CC=CC=C2)N1C1=CC=C(CN2CCC(CC2)NC(OC(C)(C)C)=O)C=C1